3,5-Dimethyl-1,3,5-thiadiazinane-2-thione CN1C(SCN(C1)C)=S